Tert-butyl N-[4-(5-{2-[diisopropylcarbamoyl]phenyl}pyrrolo[2,1-f][1,2,4]triazin-7-yl)cyclohexyl]carbamate C(C)(C)N(C(=O)C1=C(C=CC=C1)C=1C=C(N2N=CN=CC21)C2CCC(CC2)NC(OC(C)(C)C)=O)C(C)C